bisphenol A bis(2-hydroxypropyl)acrylate OC(CC(=CC(=O)O)CC(C)O)C.OC1=CC=C(C=C1)C(C)(C)C1=CC=C(C=C1)O